(3S)-2-(6-chloro-4-methoxy-1H-indole-2-carbonyl)-N-[(1S)-1-cyano-2-[(3R)-5,5-dimethyl-2-oxo-pyrrolidin-3-yl]ethyl]-2-azaspiro[4.5]decane-3-carboxamide ClC1=CC(=C2C=C(NC2=C1)C(=O)N1CC2(C[C@H]1C(=O)N[C@@H](C[C@H]1C(NC(C1)(C)C)=O)C#N)CCCCC2)OC